C(C)C=1N=C2N(C=C(C=C2)N2CCN(CC2)C(=O)OCCO)C1N(C)C=1SC=C(N1)C1=CC=C(C=C1)F 2-hydroxyethyl 4-(2-ethyl-3-((4-(4-fluorophenyl)thiazol-2-yl)(methyl)amino) imidazo[1,2-a]pyridin-6-yl)piperazine-1-carboxylate